ClC1=C(C(=CC(=C1)C(C)(C)C)C(C)(C)C)O 2-chloro-4,6-di-tert-butylphenol